1-methyl-4-(3-(4,4,5,5-tetramethyl-1,3,2-dioxaborolan-2-yl)benzyl)piperazine CN1CCN(CC1)CC1=CC(=CC=C1)B1OC(C(O1)(C)C)(C)C